C(CCC(=O)O)(=O)N[C@@H](C)C(=O)N[C@@H](C)C(=O)O N-succinyl-l-alanyl-l-alanine